N1(CCC1)C=1C2=C(C(N(C1)CC(=O)N1CC(CC1)F)=O)C(=CS2)C2=CC(=C(C=C2)F)C(F)(F)F 7-(azetidin-1-yl)-3-(4-fluoro-3-(trifluoromethyl)phenyl)-5-(2-(3-fluoropyrrolidin-1-yl)-2-oxoethyl)thieno[3,2-c]pyridin-4(5H)-one